4-(4-methylpiperazin-1-yl)phenylpyrimido[5,4-c][2,6]naphthyridin-2-amine CN1CCN(CC1)C1=CC=C(C=C1)C1=NC(=NC2=C1N=CC=1C=CN=CC21)N